trans-ethyl-2-[(2,6-dichloro-4-pyridyl)-difluoro-methyl]cyclopropanecarboxylate C(C)OC(=O)[C@H]1[C@@H](C1)C(F)(F)C1=CC(=NC(=C1)Cl)Cl